(4-((3-ethyl-2-oxo-1,2-dihydrothieno[2,3-b]pyrazin-6-yl)methyl)piperazin-1-yl)-N-(2-methoxyethyl)-6-methylpyridinecarboxamide C(C)C=1C(NC2=C(N1)SC(=C2)CN2CCN(CC2)C=2C(=NC(=CC2)C)C(=O)NCCOC)=O